4-(1-methyl-1H-benzo[d]imidazol-5-yl)-N-(3-(trifluoromethyl)phenyl)pyrimidin-2-amine CN1C=NC2=C1C=CC(=C2)C2=NC(=NC=C2)NC2=CC(=CC=C2)C(F)(F)F